(2,2,2-trifluoroethyl) diethyl phosphate P(=O)(OCC(F)(F)F)(OCC)OCC